tert-butyl-1-(5-chloro-2-pyridyl)-3,3,3-trifluoro-propan-1-ol C(C)(C)(C)C(CC(F)(F)F)(O)C1=NC=C(C=C1)Cl